C(C=C)(=O)N1CC2=CC=CC(=C2CC1)N1C(=C(C2=CC(=CC(=C12)C(=O)N)F)C)C (2-propenoyl-1,2,3,4-tetrahydroisoquinolin-5-yl)-5-fluoro-2,3-dimethyl-1H-indole-7-carboxamide